allyl-oxymethyl-3-ethyloxetane C(C=C)OCC1OCC1CC